N-(2-(Difluoromethyl)-2-hydroxy-4-phenyl-2H-chromen-3-yl)acetamide FC(C1(OC2=CC=CC=C2C(=C1NC(C)=O)C1=CC=CC=C1)O)F